C(CCCCCCCCCCC)OCCC(=O)N(C)C β-dodecyloxy-N,N-dimethylpropionamide